C(C1=CC=CC=C1)OC=1C=C2C3=C(NC2=CC1)C=NC(=C3COC)C3=NOC(=N3)C(F)(F)F 3-(6-(benzyloxy)-4-(methoxymethyl)-9H-pyrido[3,4-b]indol-3-yl)-5-(trifluoromethyl)-1,2,4-oxadiazole